NCCOCCOCCN1N=NC(=C1)[C@H]1O[C@@H]([C@@H]([C@@H]([C@H]1NC(C)=O)OCC1=CC=CC=C1)OCC1=CC=CC=C1)COCC1=CC=CC=C1 N-((2S,3S,4R,5R,6R)-2-(1-(2-(2-(2-aminoethoxy)ethoxy)ethyl)-1H-1,2,3-triazol-4-yl)-4,5-bis(benzyloxy)-6-((benzyloxy)methyl)tetrahydro-2H-pyran-3-yl)acetamide